7-(2-octyldecanoyloxy)heptyl (2S)-4-hydroxypyrrolidine-2-carboxylate OC1C[C@H](NC1)C(=O)OCCCCCCCOC(C(CCCCCCCC)CCCCCCCC)=O